COC1=CC(=CC2=C1OCO2)C(C(=O)N)C (7-methoxybenzo[d][1,3]dioxol-5-yl)propanamide